3,3-bis-[2-(p-dimethylaminophenyl)-2-(p-methoxyphenyl)ethenyl]-4,5,6,7-tetrachlorophthalide CN(C1=CC=C(C=C1)C(=CC1(OC(=O)C2=C(C(=C(C(=C12)Cl)Cl)Cl)Cl)C=C(C1=CC=C(C=C1)N(C)C)C1=CC=C(C=C1)OC)C1=CC=C(C=C1)OC)C